ClC1=C(C=CC(=C1)F)NC1=NC=C(C(=N1)N1N=CC(=C1)C(=O)N[C@H](CO)C1=CC(=CC=C1)Cl)C (S)-1-(2-((2-chloro-4-fluorophenyl)amino)-5-methylpyrimidin-4-yl)-N-(1-(3-chlorophenyl)-2-hydroxyethyl)-1H-pyrazole-4-carboxamide